N-(2,2-dimethoxyethyl)cyclopropanemethanamine COC(CNCC1CC1)OC